[C@H]12CN(C[C@H](CC1)N2)C=2C1=C(N=C(N2)OC[C@]23CCCN3C[C@@H](C2)F)C(=C(N=C1)C1=CC(=CC=2SC=C(C21)CC)O)F 4-(4-((1R,5S)-3,8-diazabicyclo[3.2.1]octan-3-yl)-8-fluoro-2-(((2R,7aS)-2-fluorotetrahydro-1H-pyrrolizin-7a(5H)-yl)methoxy)pyrido[4,3-d]pyrimidin-7-yl)-3-ethylbenzo[b]thiophen-6-ol